1-((2-(bis(3-chloro-4-fluorophenyl)methyl)-1H-imidazol-5-yl)sulfonyl)-N-methylazetidin-3-amine ClC=1C=C(C=CC1F)C(C=1NC(=CN1)S(=O)(=O)N1CC(C1)NC)C1=CC(=C(C=C1)F)Cl